BrC=1C=CC(=NC1)C(=O)OC\C=C(\CCC=C(C)C)/C (E)-3,7-dimethylocta-2,6-dien-1-yl 5-bromopicolinate